C1(=CC=CC=C1)P(C=1[CH-]C=CC1)C1=CC=CC=C1.[C-]1(C=CC=C1)P(C1=CC=CC=C1)C1=CC=CC=C1.[Fe+2] 2,1'-bis(diphenylphosphino)ferrocene